ClC1=CC=C(C=C1)C=1N=C2N(C=CC=C2)C1CN1CC2CCC(C1)N2C(=O)N(C)C 3-{[2-(4-Chlorophenyl)imidazo[1,2-a]pyridin-3-yl]methyl}-N,N-dimethyl-3,8-diazabicyclo[3.2.1]octan-8-carboxamid